methyl-4-(9-chloro-4-methyl-5-oxo-5,6,7,8-tetrahydro-[1,3]dioxolo[4,5-g]isoquinolin-2-yl)bicyclo[2.2.2]octan-1-carboxylate COC(=O)C12CCC(CC1)(CC2)C2OC=1C(=C(C=3CCNC(C3C1C)=O)Cl)O2